C(C=C)(=O)N1CC(C1)OC=1C=C2C(=NC=NC2=CC1OC)NC=1C=C(C=CC1OC)C1=CC(=CC=C1)NC(=O)N1C(OC[C@@H]1C1=CC=CC=C1)=O (S)-N-(3'-((6-((1-acryloylazetidin-3-yl)oxy)-7-methoxyquinazolin-4-yl)amino)-4'-methoxy-[1,1'-biphenyl]-3-yl)-2-oxo-4-phenyloxazolidin-3-carboxamide